(S)-N'-(((R)-3-(hydroxymethyl)-1,2,3,5,6,7-hexahydro-s-indacen-4-yl)carbamoyl)-2,2-dimethyl-2,3-dihydropyrazolo[5,1-b]oxazole-7-sulfonimidamide OC[C@@H]1CCC2=CC=3CCCC3C(=C12)NC(=O)N=[S@@](=O)(N)C=1C=NN2C1OC(C2)(C)C